pentaerythritol di-phosphorus [P].[P].OCC(CO)(CO)CO